(6S)-2-(2-bromo-6-chloropyridin-4-yl)-6-(methoxymethyl)piperazine BrC1=NC(=CC(=C1)C1N[C@@H](CNC1)COC)Cl